tert-Butyl 5-cyclopropyl-1,2,5-thiadiazolidine-2-carboxylate 1,1-dioxide C1(CC1)N1CCN(S1(=O)=O)C(=O)OC(C)(C)C